(2R,4S)-4-(((TERT-BUTYLDIPHENYLSILYL)OXY)METHYL)HEX-5-EN-2-OL [Si](C1=CC=CC=C1)(C1=CC=CC=C1)(C(C)(C)C)OC[C@@H](C[C@@H](C)O)C=C